C1(CC1)CC=1N(C(=CC1C=1SC=C(N1)C(=O)O)C1=CC(=CC=C1)C#CCC(C)(C)C)CC1=CC(=C(C=C1)S(N)(=O)=O)F 2-(2-(cyclopropylmethyl)-5-(3-(4,4-dimethylpent-1-yn-1-yl)phenyl)-1-(3-fluoro-4-sulfamoylbenzyl)-1H-pyrrol-3-yl)thiazole-4-carboxylic acid